[SiH2]1CC[SiH2]1 1,4-Disilacyclobutane